4-(furo[3,2-c]pyridin-4-yl)-N-[1-(2-hydroxy-2-methylpropanoyl)piperidin-4-yl]benzamide O1C=CC=2C(=NC=CC21)C2=CC=C(C(=O)NC1CCN(CC1)C(C(C)(C)O)=O)C=C2